2-(((1R)-1-(2-cyano-3-(8-hydroxy-6-azaspiro[3.4]octan-6-yl)-7-methylquinoxalin-5-yl)ethyl)amino)benzoic acid C(#N)C1=NC2=CC(=CC(=C2N=C1N1CC2(CCC2)C(C1)O)[C@@H](C)NC1=C(C(=O)O)C=CC=C1)C